(S)-N-(1-(3,5-dibromophenyl)ethyl)-5-(2-(dimethylamino)ethoxy)-2-methylbenzamide BrC=1C=C(C=C(C1)Br)[C@H](C)NC(C1=C(C=CC(=C1)OCCN(C)C)C)=O